6-chloro-2-(2,6-dichloro-3,5-dimethoxyphenyl)-4-(3-methoxypyrrolidin-1-yl)pyrido[3,4-d]pyrimidine ClC1=CC2=C(N=C(N=C2N2CC(CC2)OC)C2=C(C(=CC(=C2Cl)OC)OC)Cl)C=N1